3,5-bis(1-aziridinyl-methyl)-2,6-dimethylpyridine N1(CC1)CC=1C(=NC(=C(C1)CN1CC1)C)C